C(#N)C=1C=C(C=CC1)C=1N=C(SC1C=1C=C2C(=CC=NC2=CC1)C)NC(=O)N1CC2(COC2)C1 N-[4-(3-cyanophenyl)-5-(4-methyl-6-quinolinyl)thiazol-2-yl]-2-oxa-6-azaspiro[3.3]heptane-6-carboxamide